[C@H]12CC(C[C@H](CC1)O2)NC=2N=NC(=C1C2C=NC=C1)Cl N-((1R,3r,5S)-8-oxabicyclo[3.2.1]octan-3-yl)-1-chloropyrido[3,4-d]pyridazin-4-amine